BrC=1C=CC=2N(C1)C=C(N2)NC(CC2=CC(=C(OC1=NC=CC=C1C(=O)N)C=C2)Cl)=O (4-(2-((6-bromoimidazo[1,2-a]pyridin-2-yl)amino)-2-oxoethyl)-2-chlorophenoxy)pyridine-3-carboxamide